4-[6-bromo-4-(difluoromethyl)-2-methylindazol-3-yl]-2-(difluoromethoxy)-6-methoxybenzoic acid BrC=1C=C(C2=C(N(N=C2C1)C)C1=CC(=C(C(=O)O)C(=C1)OC)OC(F)F)C(F)F